C1(CC1)C1=NN(C=C1C1=NC(=CC=C1)C)C1CC2(CC(C2)CO)C1 (6-(3-cyclopropyl-4-(6-methylpyridin-2-yl)-1H-pyrazol-1-yl)spiro[3.3]hept-2-yl)methanol